((4-chloro-2-fluorobenzyl)oxy)-3-(hydroxymethyl)-5,8-dihydro-1,7-naphthyridine-7(6H)-carboxylic acid tert-butyl ester C(C)(C)(C)OC(=O)N1CCC=2C=C(C(=NC2C1)OCC1=C(C=C(C=C1)Cl)F)CO